BrC(C=1C=C(C=CC1)C(=O)C1=CC=CC=C1)Br (3-(dibromomethyl)phenyl)(phenyl)methanone